m-(glycidyloxy)-N,N-diglycidyl-aniline tert-butyl-5-(5-bromo-1,3-benzothiazol-2-yl)-3,3a,4,5,6,6a-hexahydro-1H-cyclopenta[c]pyrrole-2-carboxylate C(C)(C)(C)OC(=O)N1CC2C(C1)CC(C2)C=2SC1=C(N2)C=C(C=C1)Br.C(C1CO1)OC=1C=C(N(CC2CO2)CC2CO2)C=CC1